N1(C2=C(OCCC1)N=C1C(=C2)C=CN1)C1=C(C(=O)NS(=O)(=O)C2=CC(=C(C=C2)NCC2CCC(CC2)(O)CF)[N+](=O)[O-])C=CC=C1 2-(3,4-dihydro-2H-pyrrolo[3',2':5,6]pyrido[2,3-b][1,4]oxazepin-1(7H)-yl)-N-((4-((((1s,4s)-4-(fluoromethyl)-4-hydroxycyclohexyl)methyl)amino)-3-nitrophenyl)sulfonyl)benzamide